2-Amino-7-fluoro-4-[5-fluoro-3-[[(2R)-1-methylazetidin-2-yl]methoxy]-7,9-dihydrofuro[3,4-f]quinazolin-6-yl]thieno[3,2-c]pyridine-3-carbonitrile NC1=C(C=2C(=NC=C(C2S1)F)C=1C2=C(C=3C=NC(=NC3C1F)OC[C@@H]1N(CC1)C)COC2)C#N